C(C)(C)(C)OC(=O)N1CCC(CC1)(C=1OC2=C(N1)C=C(C=C2)OC)F 4-Fluoro-4-(5-methoxy-1,3-benzooxazol-2-yl)piperidine-1-carboxylic acid tert-butyl ester